FC(C(=O)C1=CC=C(CN2N=CC(=C2)C(=O)OC(C)(C)C)C=C1)(F)F tert-butyl 1-(4-(2,2,2-trifluoroacetyl)benzyl)-1H-pyrazole-4-carboxylate